8-bromo-5-chloroimidazo[1,2-c]pyrimidine BrC=1C=2N(C(=NC1)Cl)C=CN2